(S)-(4-(3-fluoro-5-(piperazin-1-yl)benzoyl)piperazin-1-yl)(5-(4-fluorophenyl)-6-(pyrrolidin-3-yloxy)pyridin-3-yl)methanone FC=1C=C(C(=O)N2CCN(CC2)C(=O)C=2C=NC(=C(C2)C2=CC=C(C=C2)F)O[C@@H]2CNCC2)C=C(C1)N1CCNCC1